ClC=1C(=NC(=NC1)NC1=C(C=C(C=C1)N1CCN(CC1)C)OC(F)(F)F)NC=1SC=CC1C(=O)N 2-((5-chloro-2-((4-(4-methylpiperazin-1-yl)-2-(trifluoromethoxy)phenyl)amino)pyrimidin-4-yl)amino)thiophene-3-carboxamide